tert-butyl (3R)-3-((5-(6-cyclopropyl-7-methoxyimidazo[1,2-b]pyridazin-3-yl)-1-(tetrahydro-2H-pyran-2-yl)-1H-pyrazolo[3,4-c]pyridin-7-yl)amino)piperidine-1-carboxylate C1(CC1)C=1C(=CC=2N(N1)C(=CN2)C=2C=C1C(=C(N2)N[C@H]2CN(CCC2)C(=O)OC(C)(C)C)N(N=C1)C1OCCCC1)OC